(E)-3-(dimethylamino)-2-(6-methoxypyridin-3-yl)acrylic acid methyl ester COC(\C(=C\N(C)C)\C=1C=NC(=CC1)OC)=O